C(CCCCCCCCCCC)(=O)OCC1OC(CC1)COS(=O)(=O)O 5-tetrahydrofurandimethanol sulfate laurate